2-Hydroxyethylsulfonat OCCS(=O)(=O)[O-]